C1(CCCCC1)C[C@@H](N)C(=O)O D-3-cyclohexylalanine